FC(CN1N=CC=2C1=NC(=CN2)N2CC1(CN(C1)C1=NC(=NC(=C1)C)C(F)(F)F)CC2)(C)F 1-(2,2-difluoropropyl)-6-(2-(6-methyl-2-(trifluoromethyl)pyrimidin-4-yl)-2,6-diazaspiro[3.4]octan-6-yl)-1H-pyrazolo[3,4-b]pyrazine